2-hexyl-2,5-dimethyl-1,3-dioxolan-4-one C(CCCCC)C1(OC(C(O1)=O)C)C